OC1=C(C=CC(=C1)O)C=1N=C(SC1)NC(C(C)C)=O N-(4-(2,4-Dihydroxyphenyl)thiazol-2-yl)isobutyramid